[(1-oxo-5,6,7,8-tetrahydro-1λ5-quinolin-8-yl)methyl]-1H-isoindole-1,3(2H)-dione O=N1=CC=CC=2CCCC(C12)CN1C(C2=CC=CC=C2C1=O)=O